4-(1-(4-(N,N-dipropylsulfamoyl)-phenyl)piperidin-4-yl)butanoic acid C(CC)N(S(=O)(=O)C1=CC=C(C=C1)N1CCC(CC1)CCCC(=O)O)CCC